COCCOC=1C2=C(N=C(N1)NC1=CC=C(C=C1)CN1CCN(CC1)C)NC=C2C2=CC=C(C=C2)S(=O)(=O)N(C)C 4-(4-(2-methoxyethoxy)-2-((4-((4-methylpiperazin-1-yl)methyl)phenyl)amino)-7H-pyrrolo[2,3-d]pyrimidin-5-yl)-N,N-dimethylbenzene-sulfonamide